C(CC)C=1OCCN1 2-normal propyl-2-oxazoline